N-[6-(5-chloro-1,3-benzooxazol-2-yl)spiro[3.3]Heptane-2-yl]-2-(cyclopropylmethylsulfonyl)pyridine-4-carboxamide ClC=1C=CC2=C(N=C(O2)C2CC3(CC(C3)NC(=O)C3=CC(=NC=C3)S(=O)(=O)CC3CC3)C2)C1